3-methoxy-4-((pyrrolidin-1-ylsulfonyl)carbamoyl)-5-(trifluoromethyl)benzoic acid COC=1C=C(C(=O)O)C=C(C1C(NS(=O)(=O)N1CCCC1)=O)C(F)(F)F